((6-(5-((((cyclobutylmethyl)(methyl)carbamoyl)oxy)methyl)-1-methyl-1H-1,2,3-triazol-4-yl)-2-methylpyridin-3-yl)oxy)bicyclo[3.1.0]hexane-6-carboxylate C1(CCC1)CN(C(=O)OCC1=C(N=NN1C)C1=CC=C(C(=N1)C)OC12CCCC2C1C(=O)[O-])C